S(=O)(=O)(C1=CC=C(C=C1)N1C=2C=CC=CC2C(C2=CC=CC=C12)(C)C)C1=CC=C(C=C1)N1C=2C=CC=CC2C(C2=CC=CC=C12)(C)C 10,10'-(sulfonylbis(4,1-phenylene))bis(9,9-dimethyl-9,10-dihydroacridine)